[(2S)-2-aminopropyl]dimethylamine N[C@H](CN(C)C)C